C(=O)(OC(C)(C)C)NCC1=CC=C(O1)B(O)O 5-((BOC-AMINO)METHYL)FURAN-2-BORONIC ACID